2-(4-chloro-3-fluorophenoxy)-N-{3-hydroxy-4-[3-([{6-(trifluoromethyl)pyridin-3-yl}oxy]methyl)-1,2,4-oxadiazol-5-yl]bicyclo[2.2.2]octan-1-yl}acetamide ClC1=C(C=C(OCC(=O)NC23CC(C(CC2)(CC3)C3=NC(=NO3)COC=3C=NC(=CC3)C(F)(F)F)O)C=C1)F